C1N(CCC2=CC=CC=C12)C[C@H](CN1CCOC2=C(C1=O)C=CC(=C2)CN2CC(CCC2)F)O 4-[(2R)-3-(3,4-dihydro-1H-isoquinolin-2-yl)-2-hydroxy-propyl]-8-[(3-fluoro-1-piperidinyl)methyl]-2,3-dihydro-1,4-benzoxazepin-5-one